CC=1C=CC=2NC3=CC=C(C=C3C2C1C)C1CCNCC1 3,4-dimethyl-6-(piperidin-4-yl)-9H-carbazole